FC(C=1C=C(C=C(C1)C(F)(F)F)C1=NN(C=N1)\C=C/C(=O)NN1C([C@H](CC1)O)=O)(F)F (S,Z)-3-(3-(3,5-bis(trifluoromethyl)phenyl)-1H-1,2,4-triazol-1-yl)-N-(3-hydroxy-2-oxopyrrolidin-1-yl)acrylamide